S1C(=NC2=C1C=CC=C2)CN2CCN(CC2)C2=C(C#N)C=CC(=C2)C(=C)C 2-(4-(benzo[d]thiazol-2-ylmethyl)piperazin-1-yl)-4-(prop-1-en-2-yl)benzonitrile